C1(=CC=CC=C1)C1=C(O)C=CC=C1O Phenyl-Resorcinol